COCN(C(=O)C=1N=C2N(C=C(C=C2)C(F)(F)F)C1SCC)C1=CC=C(C=C1)C(F)(F)F N-(methoxymethyl)-N-{4-(trifluoromethyl)phenyl}-3-(ethylsulfanyl)-6-(trifluoromethyl)imidazo[1,2-a]pyridine-2-carboxamide